(S)-N-((R)-1-(6-chloro-5-methoxypyridin-3-yl)-3,3-dimethylbut-2-yl)-2-methylpropan-2-sulfinamide ClC1=C(C=C(C=N1)C[C@H](C(C)(C)C)N[S@@](=O)C(C)(C)C)OC